(3-fluorobenzyl)-3-azabicyclo[3.1.0]hexane-6-carboxamide FC=1C=C(CC23CNCC3C2C(=O)N)C=CC1